diethyl 2,1,3-benzothiadiazole-4,7-dicarboxylate N=1SN=C2C1C(=CC=C2C(=O)OCC)C(=O)OCC